C[C@]1(C[C@]2(CN(C(O2)=O)C2=NC=C(N=C2)C(F)(F)F)CCC1)CN1C=NC2=C1C=C(C=C2)C#N 1-(((5s,7s)-7-methyl-2-oxo-3-(5-(trifluoromethyl)pyrazin-2-yl)-1-oxa-3-azaspiro[4.5]decan-7-yl)methyl)-1H-benzo[d]imidazole-6-carbonitrile